CC=1N=C(C2=C(N1)C=C(S2)C=2CCNCC2)N[C@H](C)C2=CC(=CC=C2)C(F)(F)F 2-methyl-6-(1,2,3,6-tetrahydropyridin-4-yl)-N-[(1R)-1-[3-(trifluoromethyl)phenyl]ethyl]thieno[3,2-d]pyrimidin-4-amine